N-(2-((2S,3R)-1,2-dimethylpiperidin-3-yl)-5-fluorothieno[2,3-b]pyridin-4-yl)-4-fluorobenzo[d]thiazol-5-amine CN1[C@H]([C@@H](CCC1)C1=CC=2C(=NC=C(C2NC=2C=CC3=C(N=CS3)C2F)F)S1)C